C(C=C)C1=CC(=C(O[C@H]([C@H](OCC)C2=CC(=C(C=C2)O)OC)C)C(=C1)OC)OC 4-[(1R,2S)-2-(4-allyl-2,6-dimethoxyphenoxy)-1-ethoxypropyl]-2-methoxyphenol